potassium 2,2-dimethylpropionate CC(C(=O)[O-])(C)C.[K+]